C(C)(C)N1CCN(CC1)CC1=CC=C(C=C1)C1=CC2=C(C(=N1)C(C)(C)O)C=C(N2C)C2=CC=C(C=C2)S(=O)(=O)C 2-(6-(4-((4-isopropylpiperazin-1-yl)methyl)phenyl)-1-methyl-2-(4-(methyl-sulfonyl)phenyl)-1H-pyrrolo[3,2-c]pyridin-4-yl)propan-2-ol